C(C)(C)(C)OC(=O)NC(C(=O)OC)CC=1C=NN(C1)C methyl 2-((tert-butoxycarbonyl)amino)-3-(1-methyl-1H-pyrazol-4-yl)propanoate